CN1N=C(C=C1C)NC1=NC=C(C(=N1)C1=CNC2=C(C=CC=C12)N1C(C2=C(C=CC=C2C1)C1=CC=NC=C1)=O)C 2-(3-(2-((1,5-dimethyl-1H-pyrazol-3-yl)amino)-5-methylpyrimidin-4-yl)-1H-indol-7-yl)-7-(pyridin-4-yl)isoindolin-1-one